methyl 5-amino-7-(2-fluoro-4-(trifluoromethoxy)phenyl)-2,3-dihydrobenzofuran-4-carboxylate NC1=CC(=C2C(CCO2)=C1C(=O)OC)C1=C(C=C(C=C1)OC(F)(F)F)F